4,5,6-trinitro-m-xylene [N+](=O)([O-])C1=C(C=C(C(=C1[N+](=O)[O-])[N+](=O)[O-])C)C